acetyl pyrrolidine-2-carboxylate N1C(CCC1)C(=O)OC(C)=O